cis-2-(4-(methoxycarbonyl)phenyl)-4-propyltetrahydro-2H-pyran-4-carboxylic acid COC(=O)C1=CC=C(C=C1)[C@@H]1OCC[C@@](C1)(C(=O)O)CCC